C(C)(C)(C)OC(=O)C=1CC(C=C2N=C3C=CC=CC3=CC12)(C(=O)O)C 1-[(tert-butoxy)carbonyl]-3-methylacridine-3-carboxylic acid